(S)-4-(benzyloxy)-N-(1-(5-fluoropyridin-3-yl)-4-hydroxybutyl)-1-hydroxycyclohexane-1-carboxamide C(C1=CC=CC=C1)OC1CCC(CC1)(C(=O)N[C@@H](CCCO)C=1C=NC=C(C1)F)O